BrC1=CN=C2N1C=CN=C2NC2=CC=C(C=C2)N2C(CCC2)=O 1-[4-(3-bromo-imidazo[1,2-a]pyrazin-8-ylamino)-phenyl]-pyrrolidin-2-one